NCC(=O)OCCC[Si](OC)(OC)OC 3-glycyloxypropyl-trimethoxysilane